5-(1,3-dimethylpyrazolo[3,4-c]pyridazin-5-yl)-1H-pyrimidine-2,4-dione CN1N=C(C=2C1=NN=C(C2)C=2C(NC(NC2)=O)=O)C